1-(2-trimethylsilylethoxymethyl)benzimidazole-5-carboxylic acid methyl ester COC(=O)C1=CC2=C(N(C=N2)COCC[Si](C)(C)C)C=C1